4-bromo-5-chloro-1-((2-(trimethylsilyl)ethoxy)methyl)-1H-pyrrolo[2,3-b]pyridine BrC1=C2C(=NC=C1Cl)N(C=C2)COCC[Si](C)(C)C